C(/C1=CC=CC=C1)=C\1/N=C2N(C=CC=C2)C1=O (Z)-2-benzylidenimidazo[1,2-a]pyridin-3(2H)-one